CS(=O)(=O)OC1CCCC1 3-((methylsulfonyl)oxy)cyclopentane